5-chloro-4-(4-isobutylpiperazin-1-yl)-2-(4-pyridinyl)-1H-pyrimidin-6-one ClC1=C(N=C(NC1=O)C1=CC=NC=C1)N1CCN(CC1)CC(C)C